ClC=1C=CC(=NC1)CN1N=C2N([C@H](CCC2)C(=O)N2CC(CC2)(F)F)C1=O |r| (5RS)-2-[(5-Chloropyridin-2-yl)methyl]-5-[(3,3-difluoropyrrolidin-1-yl)carbonyl]-5,6,7,8-tetrahydro[1,2,4]triazolo[4,3-a]pyridin-3(2H)-one